C1(CC1)C1=C(C=NC2=CC=CN=C12)NC1=CC=C(C=C1)[C@@H](C(F)(F)F)N(C(=O)C1COCC1)C N-((S)-1-(4-((4-cyclopropyl-1,5-naphthyridin-3-yl)amino)phenyl)-2,2,2-trifluoroethyl)-N-methyltetrahydrofuran-3-carboxamide